4-((3,5-difluoropyridin-2-yl)methoxy-d)-2'-(1-ethoxyvinyl)-5',6-dimethyl-2H-[1,4'-bipyridin]-2-one FC=1C(=NC=C(C1)F)C(OC1=CC(N(C(=C1)C)C1=CC(=NC=C1C)C(=C)OCC)=O)[2H]